(R)-1-(2-methoxyphenyl)ethyl (5-(5-bromopyridin-2-yl)-3-methylisoxazol-4-yl)carbamate BrC=1C=CC(=NC1)C1=C(C(=NO1)C)NC(O[C@H](C)C1=C(C=CC=C1)OC)=O